manno-hexose O=C[C@@H](O)[C@@H](O)[C@H](O)[C@H](O)CO